BrC1=CC(=C(C(=O)NC2=NC(=CC(=N2)N2CCC(CC2)(F)F)C)C=C1)N1CCC2(CC2)CC1 4-bromo-N-(4-(4,4-difluoropiperidin-1-yl)-6-methylpyrimidin-2-yl)-2-(6-azaspiro[2.5]octan-6-yl)benzamide